C[O-].C[O-].[Cu+2] Copper Dimethoxide